4-cyclooctyl-2-(1-methyl-1H-pyrazol-5-yl)oxazol-5(4H)-one C1(CCCCCCC1)C1N=C(OC1=O)C1=CC=NN1C